C(C)(=O)N1[C@@H]2CN(C[C@H]1CC2)C2=CC1=C(NC(N1)=O)C=C2 |r| 5-[rac-(1S,5R)-8-acetyl-3,8-diazabicyclo[3.2.1]oct-3-yl]-1,3-dihydrobenzimidazol-2-one